N-[2-fluoro-3-(6-oxo-1,6-dihydropyrimidin-2-yl)-4-(trifluoromethyl)benzyl]-1-(8-methylquinoline-2-yl)piperidine-4-carboxamide FC1=C(CNC(=O)C2CCN(CC2)C2=NC3=C(C=CC=C3C=C2)C)C=CC(=C1C=1NC(C=CN1)=O)C(F)(F)F